COC1=C(CNC2=NC=C(C(=O)O)C(=C2)NC2=CC(=C3N(C2=O)C2(CCOCC2)NC3=O)C)C=CC(=C1)OC 6-((2,4-dimethoxybenzyl)amino)-4-((8-methyl-1,5-dioxo-1,2',3',5,5',6'-hexahydro-2H-spiro[imidazo[1,5-a]pyridin-3,4'-pyran]-6-yl)amino)nicotinic acid